(4-chlorothieno[2,3-b]pyridin-2-yl)-1H-pyrimidine-2,4-dione hydrochloride Cl.ClC1=C2C(=NC=C1)SC(=C2)N2C(NC(C=C2)=O)=O